C(#N)CC(=O)NNC(CCC1=C(C(=O)N[C@H](C)C2=CC=CC3=CC=CC=C23)C=CC=C1)=O (R)-2-(3-(2-(2-cyanoacetyl)hydrazineyl)-3-oxopropyl)-N-(1-(naphthalen-1-yl)ethyl)benzamide